(R)-N-((R)-1-(6-bromo-1-((2-(trimethylsilyl)ethoxy)methyl)-1H-benzo[d]imidazol-2-yl)-2-((1,1,1-trifluoro-2-methylpropan-2-yl)oxy)ethyl)-2-methylpropane-2-sulfinamide BrC=1C=CC2=C(N(C(=N2)[C@H](COC(C(F)(F)F)(C)C)N[S@](=O)C(C)(C)C)COCC[Si](C)(C)C)C1